N,N-Dimethyl-3-nitropropane-1-amine CN(CCC[N+](=O)[O-])C